TRIMETHYL-BORON iron alaninate N[C@@H](C)C(=O)[O-].[Fe+2].CB(C)C.N[C@@H](C)C(=O)[O-]